N1CNC(CC1=O)=O dihydropyrimidine-4,6(1H,5H)-dione